1-(6-(4-(5-(hydroxymethyl)-2-methylphenyl)-5,6,7,8-tetrahydro-2-quinazolinyl)-2,6-diazaspiro[3.4]octan-2-yl)-2-propen-1-one OCC=1C=CC(=C(C1)C1=NC(=NC=2CCCCC12)N1CC2(CN(C2)C(C=C)=O)CC1)C